N1C(OC=2C1=CC=1C=CN=CC1C2)=O oxazolo[4,5-g]isoquinolin-2(1H)-one